BrC1=C(C(=CC(=C1)S(N)(=O)=O)[N+](=O)[O-])S[C@H](C(=O)OC)C1CCC2(OCCO2)CC1 methyl (S)-2-((2-bromo-6-nitro-4-sulfamoylphenyl)thio)-2-(1,4-dioxaspiro[4.5]decan-8-yl)acetate